Cl.N[C@H](C(=O)OCC)C(C)C ethyl (2s)-2-amino-3-methyl-butanoate hydrochloride